(2R,5S)-4-(7-(3-carbamoyl-cyclohexyl)-5-(trifluoromethyl)-7H-pyrrolo[2,3-d]pyrimidin-4-yl)-2,5-dimethylpiperazine-1-carboxylic acid tert-butyl ester C(C)(C)(C)OC(=O)N1[C@@H](CN([C@H](C1)C)C=1C2=C(N=CN1)N(C=C2C(F)(F)F)C2CC(CCC2)C(N)=O)C